O=C1C=CC2C=CC(O)=CC=2O1 umbelliferone